FC=1C=C(C=CC1F)C1=CC(=CC=C1)N1C(C2=CC(=CC=C2C1)C(=O)NS(=O)(=O)C)=O 3',4'-Difluoro-3-(6-methanesulfonylaminocarbonyl-1-oxo-1,3-dihydroisoindol-2-yl)biphenyl